C(CCCCCCCCCCC)(C1=CC=C(O1)C)C1=CC=C(O1)C 5,5'-(Dodecane-1,1-diyl)bis(2-methylfuran)